COC(CC[C@@H](C)[C@H]1CC[C@H]2[C@@H]3C(=C[C@@H]4C[C@@H](CC[C@]4(C)[C@H]3CC[C@]12C)O[Si](C)(C)C)O[Si](C)(C)C)=O 3α,7-ditrimethylsilyloxy-5β-chol-6-en-24-oic acid methyl ester